O[C@@H](C#CC1=NC(=CC(=C1)C=1C=C(C=CC1C)NC(=O)N1C[C@@H](CC1)CC(F)(F)F)N1CCOCC1)C (3S)-N-(3-[2-[(3R)-3-hydroxybut-1-yn-1-yl]-6-(morpholin-4-yl)pyridin-4-yl]-4-methylphenyl)-3-(2,2,2-trifluoroethyl)pyrrolidine-1-carboxamide